CC1(CCC(CC1)[C@H](C(F)(F)F)NC(=O)C=1C=C2CN(C(C2=CC1)=O)C1C(NC(CC1)=O)=O)C N-((R)-1-(4,4-dimethylcyclohexyl)-2,2,2-trifluoroethyl)-2-(2,6-dioxopiperidin-3-yl)-1-oxoisoindoline-5-carboxamide